C(C=C)(=O)N1CCN(CC1)C1=NN=C(C2=CC(=C(C=C12)C1=C(C=CC=C1F)O)Cl)OC 2-(4-(4-acryloyl-1-piperazinyl)-7-chloro-1-methoxy-6-phthalazinyl)-3-fluorophenol